C1(CCCCC1)C1(CC1)C(=O)N cyclohexyl-1-cyclopropanecarboxamide